2-[2-(4,4-difluoroazepan-1-yl)-4-(trifluoromethyl)-3-pyridinyl]-6-methyl-1H-pyridin-4-one FC1(CCN(CCC1)C1=NC=CC(=C1C=1NC(=CC(C1)=O)C)C(F)(F)F)F